2-(4-(((4-(2-bromo-5-fluorophenyl)-5-oxo-4,5-dihydro-1H-1,2,4-triazol-1-yl)methyl)thio)-2-methylphenoxy)acetic acid BrC1=C(C=C(C=C1)F)N1C=NN(C1=O)CSC1=CC(=C(OCC(=O)O)C=C1)C